ClC=1C(=C(N)C=CC1)OC1CC1 3-Chloro-2-cyclopropoxy-aniline